CN1C(C2=CC(=CC(=C2C1)[N+](=O)[O-])C=1C=NN(C1)C)=O 2-methyl-6-(1-methyl-1H-pyrazol-4-yl)-4-nitroisoindol-1-one